O=C1CC(CN1C(C)C)NC(=O)C1=NNC2=CC=CC=C12 N-[5-oxo-1-(propan-2-yl)pyrrolidin-3-yl]-1H-indazole-3-carboxamide